BrC=1C2(C3=CC=CC=C3C1)CCC(CC2)=O bromospiro[cyclohexane-1,1'-indene]-4-one